ClC1=NC=C2C=C(N=CC2=C1)NC(=O)[C@@H]1[C@@H](C1)F (1R,2R)-N-(7-chloro-2,6-naphthyridin-3-yl)-2-fluorocyclopropane-1-carboxamide